(R)-pyrrolidine-2-carbaldehyde N1[C@H](CCC1)C=O